5-(3-Cyanophenyl)-2-methyl-N-(3-(2-(piperidin-1-yl)propyl)-1,2,4-thiadiazol-5-yl)thiophene-3-carboxamide C(#N)C=1C=C(C=CC1)C1=CC(=C(S1)C)C(=O)NC1=NC(=NS1)CC(C)N1CCCCC1